amino-6-(3-(trimethylsilyl)phenyl)picolinamide NC=1C(=NC(=CC1)C1=CC(=CC=C1)[Si](C)(C)C)C(=O)N